1,3-dioxoisoindoline-2-yl tetrahydrofuran-2-carboxylate O1C(CCC1)C(=O)ON1C(C2=CC=CC=C2C1=O)=O